1-(2,4-dihydroxyphenyl)prop-2-en-1-one OC1=C(C=CC(=C1)O)C(C=C)=O